O=C1C2=C(C=NN1COCC[Si](C)(C)C)N(C(=C2)C(F)(F)F)CCO/C=C/C(=O)OCC ethyl (E)-3-(2-(4-oxo-2-(trifluoromethyl)-5-((2-(trimethylsilyl)ethoxy)methyl)-4,5-dihydro-1H-pyrrolo[2,3-d]pyridazin-1-yl)ethoxy)acrylate